ethyl-triacetoxysilane C(C)[Si](OC(C)=O)(OC(C)=O)OC(C)=O